Oxazole-4,5-dicarboxylic acid diethyl ester C(C)OC(=O)C=1N=COC1C(=O)OCC